C(C)(C)NC1=NC(=CC2=CN=C(C=C12)NC1(CNCCC1)C)C#N 1-(isopropylamino)-7-((3-methylpiperidin-3-yl)amino)-2,6-naphthyridine-3-carbonitrile